nickel-copper-niobium-manganese [Mn].[Nb].[Cu].[Ni]